2-cyano-N-(1-(5-((7-cyclobutoxy-4-oxo-3,4-dihydrophthalazin-1-yl)methyl)-2-fluorobenzoyl)azetidin-3-yl)-N-methylacetamide C(#N)CC(=O)N(C)C1CN(C1)C(C1=C(C=CC(=C1)CC1=NNC(C2=CC=C(C=C12)OC1CCC1)=O)F)=O